OC(C)(C=C)CC\C=C(/C)\CCC=C(C)C (E)-trans-nerolidol